8-(1-(2-isopropylphenyl)-6-methoxy-3-methyl-4,5-dihydro-2H-benzo[e]isoindol-2-yl)naphthalen-2-ol C(C)(C)C1=C(C=CC=C1)C=1N(C(=C2CCC3=C(C12)C=CC=C3OC)C)C=3C=CC=C1C=CC(=CC31)O